N-octylpyridinium bis(trifluoromethanesulfonyl)imide salt [N-](S(=O)(=O)C(F)(F)F)S(=O)(=O)C(F)(F)F.C(CCCCCCC)[N+]1=CC=CC=C1